2-(4-chlorophenoxy)-N-(1-(3-(4-chlorophenoxy)-2-hydroxypropyl)piperidin-4-yl)acetamide ClC1=CC=C(OCC(=O)NC2CCN(CC2)CC(COC2=CC=C(C=C2)Cl)O)C=C1